methyl 2-(3-(7-((2-hydroxyethyl)sulfonyl)-2,6,6-trimethyl-1-(2-methylhydrazineyl)-1-oxoheptan-2-yl)benzyl)-3-methoxypropanoate OCCS(=O)(=O)CC(CCCC(C(=O)NNC)(C)C=1C=C(CC(C(=O)OC)COC)C=CC1)(C)C